9-Heptadecanyl 8-{(2-hydroxyethyl)[6-oxo-6-(undecyloxy)hexyl]amino}octanoate OCCN(CCCCCCCC(=O)OC(CCCCCCCC)CCCCCCCC)CCCCCC(OCCCCCCCCCCC)=O